[Cl-].[Cl-].[Cl-].[Cl-].[Hf+4].[Zr+4] zirconium hafnium tetrachloride